ClC1=CC(=C(N=N1)N[C@@H]1CC[C@H]2CN(C[C@H]21)C(=O)OC(C)(C)C)C#N |o1:8,11,15| rel-tert-butyl (3aS,4R,6aR)-4-((6-chloro-4-cyanopyridazin-3-yl)amino)hexahydrocyclopenta[c]pyrrole-2(1H)-Carboxylate